FC1=C(C(=O)NC=2C=C(C=CC2)C=2N=NN(C2)CC(=O)O)C=CC=C1 2-(4-(3-(2-fluorobenzamido)phenyl)-1H-1,2,3-triazol-1-yl)acetic acid